4-(4-Phenylthiophen-2-yl)-4-oxobutanoic acid methyl ester COC(CCC(=O)C=1SC=C(C1)C1=CC=CC=C1)=O